C1(=CC=CC=C1)C=CC=NC1=CC=C(C=C1)C 3-phenyl-N-(p-tolyl)prop-2-en-1-imine